C(=O)C1=CC=C(C=C1)N1CC(CC2=CC=CC=C12)CNC(C=C)=O N-((1-(4-formylphenyl)-1,2,3,4-tetrahydroquinolin-3-yl)methyl)acrylamide